ClC=1N=CC=C2C(=CC(=NC12)N1C(COCC1)C)O 8-chloro-2-(3-methylmorpholin-4-yl)-1,7-naphthyridin-4-ol